C(CCCCCCCCCCCCCCCCCCCCC(C)C)N=C=O isotetracosyl isocyanate